gamma-(methacryloyloxy)propyl-silane sodium naphthalenesulfonate formaldehyde salt C=O.C1(=CC=CC2=CC=CC=C12)S(=O)(=O)[O-].[Na+].C(C(=C)C)(=O)OCCC[SiH3]